1-(5-(((6-(piperidin-4-yl)pyridin-2-yl)oxy)methyl)thiophen-3-yl)ethan-1-one N1CCC(CC1)C1=CC=CC(=N1)OCC1=CC(=CS1)C(C)=O